1-(4-(4-fluorophenyl)-3,4-dihydroquinoxalin-1(2H)-yl)-3-(4-methylpiperazine-1-yl)propan-1-one di-p-toluenesulfonic acid salt CC1=CC=C(C=C1)S(=O)(=O)O.CC1=CC=C(C=C1)S(=O)(=O)O.FC1=CC=C(C=C1)N1CCN(C2=CC=CC=C12)C(CCN1CCN(CC1)C)=O